1,2-bis(t-butylperoxy)cyclohexane C(C)(C)(C)OOC1C(CCCC1)OOC(C)(C)C